ethyl (E)-4-({4-[7-chloro-10-(3-hydroxypropyl)-11-oxo-10,11-dihydro-5H-dibenzo[b,e][1,4]diazepin-5-yl]butyl}amino)but-2-enoate maleate C(\C=C/C(=O)O)(=O)O.ClC1=CC2=C(N(C(C3=C(N2CCCCNC/C=C/C(=O)OCC)C=CC=C3)=O)CCCO)C=C1